6-(2-(4-Chlorophenyl)-1H-benzo[d]imidazol-6-yl)-3-(2-(4-methylpiperidin-1-yl)ethyl)quinazolin-4(3H)-one ClC1=CC=C(C=C1)C1=NC2=C(N1)C=C(C=C2)C=2C=C1C(N(C=NC1=CC2)CCN2CCC(CC2)C)=O